2-(2-phenoxyphenylamino)pyridine O(C1=CC=CC=C1)C1=C(C=CC=C1)NC1=NC=CC=C1